C[N+](CCCCCCCC[N+](CCC)(C)C)(CCC)C octamethylenebis(dimethylpropylammonium)